C(#N)C1(CC1)NS(=O)(=O)C1=CC=C2C3=C(N(C2=C1)C=1SC(=NN1)C(F)F)N=CN=C3C3CCN(CC3)C([C@H](C)OC)=O (S)-N-(1-Cyanocyclopropyl)-9-(5-(di-fluoromethyl)-1,3,4-thiadiazol-2-yl)-4-(1-(2-methoxypropanoyl)piperidin-4-yl)-9H-pyrimido[4,5-b]indole-7-sulfonamide